ClC=1C(=CC2=C(N(C(NC2=O)=O)C2=C(C=CC=C2C(C)C)NCC(=O)O)N1)F (2-(7-chloro-6-fluoro-2,4-dioxo-3,4-dihydropyrido[2,3-d]pyrimidin-1(2H)-yl)-3-isopropylphenyl)glycine